boc-amino-monoethylene glycol C(=O)(OC(C)(C)C)C(CO)(N)O